C1=C(C=CC=2C3=CC=CC=C3C3(C12)C1=CC=CC=C1C=1C=CC=CC13)C=1C=CC=C(C1)C=1C=CC=3C2(C4=CC=CC=C4C3C1)C1=CC=CC=C1C=1C=CC=CC12 3-(9,9'-spirobifluorene-2-yl)-5-(9,9'-spirobifluorene-3-yl)benzene